C(C)(C)(C)C1N=COC1 4-tert-butyl-2-oxazoline